ClCC=1C=C(C=CC1C)[C@H](C(C(=O)OCC1=CC=CC=C1)(C)C)C1=C(C=2N(C=C1)C(=NN2)C(F)(F)F)C (S)-benzyl 3-(3-(chloromethyl)-4-methylphenyl)-2,2-dimethyl-3-(8-methyl-3-(trifluoromethyl)-[1,2,4]triazolo[4,3-a]pyridin-7-yl)propanoate